O1[C@H](C1)[C@@H]1[C@H](C1)C(=O)OC(C)(C)C tert-butyl (1S,2S)-2-((S)-oxiran-2-yl)cyclopropane-1-carboxylate